BrCC1=CC=C(CN2CCC(CC2)NC(OC(C)(C)C)=O)C=C1 tert-butyl (1-(4-(bromomethyl)benzyl)piperidin-4-yl)carbamate